tert-butyl (3R)-3-(1-((tert-butyldimethylsilyl)oxy)-3-hydroxypropyl)piperidine-1-carboxylate [Si](C)(C)(C(C)(C)C)OC(CCO)[C@H]1CN(CCC1)C(=O)OC(C)(C)C